CN1N=CC(=C1)[N+](=O)[O-] methyl-4-nitro-1H-pyrazole